para-methyl-diazobenzene tetrafluoroborate F[B-](F)(F)F.CC1=CCC(C=C1)=[N+]=[N-]